C(C)S(=O)C1=NC=C2NC(NC2=N1)=O 2-Ethylsulfinyl-7H-purin-8-one